1,3-bis({[1-(4-chloro-3-methylphenyl)-1H-1,2,3,4-tetrazol-5-yl]methyl})urea ClC1=C(C=C(C=C1)N1N=NN=C1CNC(=O)NCC1=NN=NN1C1=CC(=C(C=C1)Cl)C)C